1-(p-dibutylaminophenyl)-2-hydroxycyclobuten-3,4-dione C(CCC)N(C1=CC=C(C=C1)C1=C(C(C1=O)=O)O)CCCC